BrC=1C=NC=CC1C(C)=O 1-(3-bromopyridin-4-yl)ethan-1-one